C(CCCCCCCCCCC)C(CC)(O)O 1-lauryl-propanediol